C(C1=CC=CC=C1)OC1=C(C=C(C=C1C(=C)C)C1=C2CCN([C@@H](C2=CC=C1OC)C)C(=O)OC(C)(C)C)F tert-Butyl (1R)-5-(4-benzyloxy-3-fluoro-5-isopropenyl-phenyl)-6-methoxy-1-methyl-3,4-dihydro-1H-isoquinoline-2-carboxylate